C(C=C)N1N(C2=NC(=NC=C2C1=O)NC=1C=C2C=NN(C2=CC1)C(C)C)C1=NC(=CC=C1)OC1CCN(CC1)C([2H])([2H])[2H] 2-allyl-6-(1-isopropyl-1H-indazol-5-ylamino)-1-(6-{1-[(2H3)methyl]-4-piperidyloxy}-2-pyridyl)-1,2-dihydro-3H-1,2,5,7-tetraazainden-3-one